C1(CC1)C([C@@H](C(=O)NC=1C=NC(=CC1)C=1C(=NN(C1CC)COCC[Si](C)(C)C)C)NC(=O)C=1N(N=CC1)CC)C1CC1 N-[(1S)-1-(dicyclopropylmethyl)-2-[[6-[5-ethyl-3-methyl-1-(2-trimethylsilylethoxymethyl)pyrazol-4-yl]-3-pyridyl]amino]-2-oxo-ethyl]-2-ethyl-pyrazole-3-carboxamide